(6-(2-((tetrahydro-2H-pyran-4-yl)amino)pyrrolo[2,1-f][1,2,4]triazin-5-yl)imidazo[1,2-a]pyridin-3-yl)methanone O1CCC(CC1)NC1=NN2C(C=N1)=C(C=C2)C=2C=CC=1N(C2)C(=CN1)C=O